CC(N(O)C)(OC(NCCCCCCCC(OCCO)=O)=O)C trimethyl-4,13-dioxo-3,14-dioxa-5,1-diaza-hexadecane-1,16-diol